1-(2-fluoro-3-iodophenyl)ethanone FC1=C(C=CC=C1I)C(C)=O